3-(cyclohexyloxy)benzoic acid C1(CCCCC1)OC=1C=C(C(=O)O)C=CC1